CC(C)Cl 1-methylethyl chloride